6-methyl-2-aminopyridine CC1=CC=CC(=N1)N